5-(4-fluorophenyl)-1-(1-methylpyrazol-4-yl)-4-oxopyridine-3-carboxamide FC1=CC=C(C=C1)C=1C(C(=CN(C1)C=1C=NN(C1)C)C(=O)N)=O